2-(3-Fluoropiperidin-1-yl)ethanol tert-butyl-(S)-3-((1-(5-(((benzyloxy)carbonyl)amino)hexyl)-7-(dimethylcarbamoyl)-1H-benzo[d]imidazol-2-yl)carbamoyl)benzoate C(C)(C)(C)C1=C(C(=O)OCCN2CC(CCC2)F)C=CC=C1C(NC1=NC2=C(N1CCCC[C@H](C)NC(=O)OCC1=CC=CC=C1)C(=CC=C2)C(N(C)C)=O)=O